tert-Butyl (3S)-3-[2-(3-bromo-2-chloro-4-fluoro-6-methoxycarbonyl-phenoxy)ethyl]piperazine-1-carboxylate BrC=1C(=C(OCC[C@H]2CN(CCN2)C(=O)OC(C)(C)C)C(=CC1F)C(=O)OC)Cl